cobalt iodide, dihydrate O.O.[Co](I)I